C(C1=CC=CC=C1)OC1=CC=C2C(=C(NC(C2=C1)=O)C(C)C)C1=CC=C(C=C1)F 7-benzyloxy-4-(4-fluorophenyl)-3-isopropyl-2H-isoquinolin-1-one